C(C)(C)C1=C(C=CC=C1)C1=NC=C2NC(N(C2=N1)CC1=CC=C(C(=O)N(C2COCC2)C)C=C1)=O 4-((2-(2-isopropylphenyl)-8-oxo-7,8-dihydro-9H-purin-9-yl)methyl)-N-methyl-N-(tetrahydrofuran-3-yl)benzamide